(5R,8S)-N-(2-chloro-3,4-difluorobenzyl)-8-hydroxy-5,6,7,8-tetrahydroquinoline-5-carboxamide ClC1=C(CNC(=O)[C@H]2C=3C=CC=NC3[C@H](CC2)O)C=CC(=C1F)F